methylcyclopent-1-en CC1=CCCC1